NC=1C=C(C(=NC1)N(C(OC(C)(C)C)=O)C(=O)OC(C)(C)C)CC tert-butyl (5-amino-3-ethylpyridin-2-yl)(tert-butoxycarbonyl)carbamate